2-(2,2,4,7-tetramethyl-3,4-dihydro-1(2H)-quinolinyl)ethanol CC1(N(C2=CC(=CC=C2C(C1)C)C)CCO)C